ClC1=CC(=NC=2N1N=CC2C(C)C)C2=NC(=NC=C2)SC 7-chloro-3-isopropyl-5-(2-methylsulfanylpyrimidin-4-yl)pyrazolo[1,5-a]pyrimidine